1-(2-((3-bromopropyl)oxy)-4-methoxy-3-(piperidin-1-ylmethyl)phenyl)ethane-1-one BrCCCOC1=C(C=CC(=C1CN1CCCCC1)OC)C(C)=O